C(C)OC(=O)C1=NN(C(=C1)C)C1=C(C=C(C=C1)Cl)C(C1=C(C=CC=C1)F)=O.ClC1=CC(=C(OC=2N=NC(=CC2C(=O)NC2=CC(=CC=C2)S(=O)(=O)C)C(F)(F)F)C=C1)OC 3-(4-chloro-2-methoxyphenoxy)-N-(3-(methylsulfonyl)phenyl)-6-(trifluoromethyl)pyridazine-4-carboxamide ethyl-1-(4-chloro-2-(2-fluorobenzoyl)phenyl)-5-methyl-1H-pyrazole-3-carboxylate